ClC=1N=CC2=C(N1)N(C=C2Cl)C[C@@H](COC2=NN(C(=C2N)C)C=2C(=NC(=CC2)C)C)F (S)-3-(3-(2,5-di-chloro-7H-pyrrolo[2,3-d]pyrimidin-7-yl)-2-fluoropropoxy)-1-(2,6-dimethylpyridin-3-yl)-5-methyl-1H-pyrazol-4-amine